C1(=CC(=CC=C1)C[C@H]1[C@H](CC[C@@H]2CCCC(N12)=O)NS(=O)(=O)C)C1=CC=CC=C1 |r| rac-N-{(3S,4S,9aS)-4-[([1,1'-biphenyl]-3-yl)methyl]-6-oxooctahydro-2H-quinolizin-3-yl}methanesulfonamide